C(#N)C=1C=C2COC3(CCN(CC3)C(=O)C=3C=CC(=C(C3)NC(C3=CN=C(C=C3)NCCOC)=O)C)C2=CC1 N-(5-(5-cyano-3H-spiro[isobenzofuran-1,4'-piperidin]-1'-ylcarbonyl)-2-methylphenyl)-6-((2-methoxyethyl)amino)nicotinamide